FC1CN(C1)C(=O)C=1C=NC=C(C1)C1=CC=CC=2N1N=CC2C(=O)N2CCCCC2 (3-fluoroazetidin-1-yl)(5-(3-(piperidine-1-carbonyl)pyrazolo[1,5-a]pyridin-7-yl)pyridin-3-yl)methanone